C12CNCC2C1NC(CNC(C1=C(C=C(C=C1)NC=1C=2N(C=CN1)C(=CN2)C=2C(=NN(C2)CC#N)C(F)(F)F)CC)=O)=O N-[2-(3-azabicyclo[3.1.0]hexan-6-ylamino)-2-oxo-ethyl]-4-[[3-[1-(cyanomethyl)-3-(trifluoromethyl)pyrazol-4-yl]imidazo[1,2-a]pyrazin-8-yl]amino]-2-ethyl-benzamide